2-Chloro-N-((4-methyl-6-(8-methyl-3-(trifluoromethyl)-5,6-dihydro-[1,2,4]triazolo[4,3-a]pyrazin-7(8H)-yl)pyridin-3-yl)methyl)-1H-pyrrolo[2,3-b]pyridin-4-amine ClC1=CC2=C(N=CC=C2NCC=2C=NC(=CC2C)N2C(C=3N(CC2)C(=NN3)C(F)(F)F)C)N1